(S)-4-(3-(3-(2',4'-difluoro-[1,1'-biphenyl]-4-yl)azetidin-1-yl)-3-oxopropyl)oxazolidin-2-one FC1=C(C=CC(=C1)F)C1=CC=C(C=C1)C1CN(C1)C(CC[C@@H]1NC(OC1)=O)=O